C1(CC1)NC1=CC(=NC=2N1N=CC2C#N)NC2=CC(=C(C=C2)N2CC(C2)O)C[S@](=O)C |r| (±)-7-(cyclopropylamino)-5-((4-(3-hydroxyazetidin-1-yl)-3-((methylsulfinyl)methyl)phenyl)amino)pyrazolo[1,5-a]pyrimidine-3-carbonitrile